CN(CCN(C)C)C 1,2-bis(dimethylamino)ethane